6-(2,2-difluoroethyl)-4-[(1-methylcyclopropyl)amino]-2-methylsulfinyl-pyrido[4,3-d]pyrimidin-5-one FC(CN1C(C2=C(N=C(N=C2NC2(CC2)C)S(=O)C)C=C1)=O)F